(2S,3R)-2-linoleoylaminohexadecane-1,3-diol C(CCCCCCC\C=C/C\C=C/CCCCC)(=O)N[C@@H](CO)[C@@H](CCCCCCCCCCCCC)O